(2S,5R)-7-oxo-2-(N-(2-(piperidin-4-yloxy) acetyl) carbamimidoyl)-1,6-diazabicyclo[3.2.1]octan-6-yl hydrogen sulfate S(=O)(=O)(ON1[C@@H]2CC[C@H](N(C1=O)C2)C(NC(COC2CCNCC2)=O)=N)O